[N-]1C=CC=C1 Pyrrolid